FS(=O)(=O)C(C(=O)OCC)(F)F ethyl fluorosulfonyldifluoroacetate